CCOC(=O)C1=CC=2C(=NC=CC2)N1C(=O)OC(C)(C)C 1H-pyrrolo[2,3-b]pyridine-1,2-dicarboxylic acid 1-(tert-butyl) ester 2-ethyl ester